[2-Fluoro-3-(5-fluoro-6-{3-[(tetrahydropyran-2-yl)oxy]azetidin-1-yl}pyridin-3-yl)phenyl]methanol FC1=C(C=CC=C1C=1C=NC(=C(C1)F)N1CC(C1)OC1OCCCC1)CO